NC1=NC2=CC(=CC=C2C=C1Br)O[C@H]1CC[C@]2([C@@H]1O[C@H]([C@@H]2O)N2C=CC1=C2N=CN=C1Cl)O (2R,3R,3aS,6S,6aR)-6-((2-amino-3-bromoquinolin-7-yl)oxy)-2-(4-chloro-7H-pyrrolo[2,3-d]pyrimidin-7-yl)hexahydro-2H-cyclopenta[b]furan-3,3a-diol